N-((1R)-3-cyano-3-azabicyclo[3.2.0]heptan-1-yl)-5-(3-((4-fluorophenyl)amino)pyridin-4-yl)thiazole-2-carboxamide C(#N)N1C[C@]2(CCC2C1)NC(=O)C=1SC(=CN1)C1=C(C=NC=C1)NC1=CC=C(C=C1)F